N1=CC(=CC=C1)CSCCSCCSCC=1C=NC=CC1 1,9-Bis(3-pyridyl)-2,5,8-trithianonan